N[C@@H](CC(=O)N1CC=2N(CC1)C(=NC2C(=O)OCCCN2CCOCC2)C(F)(F)F)CC2=C(C=C(C(=C2)F)F)F 3-morpholinopropyl (R)-7-(3-amino-4-(2,4,5-trifluorophenyl) butanoyl)-3-(trifluoromethyl)-5,6,7,8-tetrahydroimidazo[1,5-a]pyrazine-1-carboxylate